NCCCCCCCCNC1=C2CN(C(C2=CC=C1)=O)C1C(NC(CC1)=O)=O 3-(4-((8-aminooctyl)amino)-1-oxoisoindolin-2-yl)piperidine-2,6-dione